NC1=NC2=NC=C(N=C2C(=N1)N)CN(C1=CC=C(S1)C(=O)NC(C(=O)O)CCC)C 2-(5-(((2,4-diaminopteridin-6-yl)methyl)(methyl)amino)thiophene-2-carboxamido)pentanoic acid